FC1=CC=CC=2COCCCOC=3C(=CC=C(C4=NNC5=CN=C(C12)C=C45)C3)N3[C@@H]4CN([C@H](C3)C4)C 17-fluoro-5-[(1S,4S)-5-methyl-2,5-diazabicyclo[2.2.1]heptan-2-yl]-7,11-dioxa-20,23,24-triazapentacyclo[17.5.2.12,6.013,18.022,25]heptacosa-1(24),2,4,6(27),13(18),14,16,19,21,25-decaene